O1N=C(C2=C1C=CC=C2)C2CN(CCN2)C(=O)OC(C)(C)C tert-butyl 3-(1,2-benzoxazol-3-yl)piperazine-1-carboxylate